CC(C=C)(CCCC(CCCC(C)C)C)O 3,7,11-trimethyl-dodecene-3-ol